(3R)-3-[2-methoxy-5-(1-methylimidazol-2-yl)phenyl]-3-methyl-6-(trifluoromethyl)indolin COC1=C(C=C(C=C1)C=1N(C=CN1)C)[C@@]1(CNC2=CC(=CC=C12)C(F)(F)F)C